C(C)OC(CN(C(C(CO)NC(CCNC(OC)=O)=O)=O)CC(CC)C)OCC methyl (3-((1-((2,2-diethoxyethyl)(2-methylbutyl)amino)-3-hydroxy-1-oxopropan-2-yl)amino)-3-oxopropyl)carbamate